NC1=NC=CC(=C1C(C)C)OC1=C(C=C(C=C1F)NC(=O)C=1C=NN(C1C(F)(F)F)C1=CC=CC=C1)F N-(4-((2-amino-3-isopropylpyridin-4-yl)oxy)-3,5-difluorophenyl)-1-phenyl-5-(trifluoromethyl)-1H-pyrazole-4-carboxamide